6-chloro-3-((1-(2-cyano-3-cyclopropyl-7-methylquinoxalin-5-yl)ethyl)amino)picolinic acid ClC1=CC=C(C(=N1)C(=O)O)NC(C)C1=C2N=C(C(=NC2=CC(=C1)C)C#N)C1CC1